4,5-difluorobenzoic acid, dihydrochloride Cl.Cl.FC1=CC=C(C(=O)O)C=C1F